2-(4-bromo-2-methoxy-5-(trifluoromethoxy)phenyl)ethan-1-amine hydrochloride Cl.BrC1=CC(=C(C=C1OC(F)(F)F)CCN)OC